C(C)(C)OC(=O)C=1C(=C(N2C=C(C=C2C1)C1=CN=CN1C)C(=C)N1CCC(CC1)N(C)C)C 5-(1-(4-(dimethylamino)piperidin-1-yl)vinyl)-6-methyl-2-(1-methyl-1H-imidazol-5-yl)indolizine-7-carboxylic acid isopropyl ester